(3-methoxybenzyl)-2-((4-methylpiperazin-1-yl)methyl)pyridin-4-amine COC=1C=C(CC=2C(=NC=CC2N)CN2CCN(CC2)C)C=CC1